6-[2-oxo-8-[[3-(azetidin-3-yl)-8-fluoro-6,7-dihydro-5H-cyclopenta[f]benzotriazol-6-yl]methyl]-1-oxa-3,8-diazaspiro[4.5]decan-3-yl]-4H-pyrazino[2,3-b][1,4]oxazin-3-one O=C1OC2(CN1C1=NC3=C(OCC(N3)=O)N=C1)CCN(CC2)CC2CC=1C(=CC3=C(N=NN3C3CNC3)C1F)C2